C(#N)C=C1C(OC2=CC=CC=C2C1)=O cyanomethylenecoumarin